S1N=NC=C1 1,2,3-thia-diazol